1-(2,3-dihydroxypropylamino)-3-(3-bromo-2-chlorophenoxy)propane OC(CNCCCOC1=C(C(=CC=C1)Br)Cl)CO